BrCC1=NN(C=C1)C(F)F (bromomethyl)-1-(difluoromethyl)-1H-pyrazole